2-bromo-3-chloropyrazine BrC1=NC=CN=C1Cl